6,6-Dimethyl-3-trifluoromethoxy-8-((2R,3R)-2,3,4-trihydroxy-butoxy)-5,6-dihydro-benzo[b]carbazol-11-one CC1(C2=C(C(C=3C4=CC=C(C=C4NC13)OC(F)(F)F)=O)C=CC(=C2)OC[C@H]([C@@H](CO)O)O)C